2-[2-(2-methoxymethyloxy-5-fluorophenyl)-2-phenyl-vinyl]-N-methylpiperidine COCOC1=C(C=C(C=C1)F)C(=CC1N(CCCC1)C)C1=CC=CC=C1